ClC1=CC2=C(N(C(N=C2N2[C@H](CNCC2)C)=O)C2=C(C=CC=C2CC)CC)N=C1C1CC1 (S)-6-chloro-7-cyclopropyl-1-(2,6-diethylphenyl)-4-(2-methylpiperazin-1-yl)pyrido[2,3-d]pyrimidin-2(1H)-one